N-((5-(2-(2,2,2-trifluoroacetamido)phenyl)-1H-pyrazol-3-yl)methyl)-2-(trifluoromethoxy)benzamide FC(C(=O)NC1=C(C=CC=C1)C1=CC(=NN1)CNC(C1=C(C=CC=C1)OC(F)(F)F)=O)(F)F